C(C)OC(=O)C=1N=CC=2CN(CCC2C1)C1=CC(=C(C=C1)C(F)(F)F)F 7-(3-fluoro-4-(trifluoromethyl)phenyl)-5,6,7,8-tetrahydro-2,7-naphthyridine-3-carboxylic acid ethyl ester